4-[(2-hydroxy-1-naphthyl)azo]benzenesulfonic acid OC1=C(C2=CC=CC=C2C=C1)N=NC1=CC=C(C=C1)S(=O)(=O)O